4-[(5-bromo-1-methyl-imidazole-2-carbonyl)amino]-2-chloro-benzoic acid BrC1=CN=C(N1C)C(=O)NC1=CC(=C(C(=O)O)C=C1)Cl